CCCCCCCCCCCCCC(=O)OC[C@H](COP(=O)(O)OC[C@H](CO)O)O The molecule is a 1-acyl-sn-glycero-3-phospho-(1'-sn-glycerol) in which the acyl group is specified as tetradecanoyl (myristoyl) It is a 1-acyl-sn-glycero-3-phospho-(1'-sn-glycerol) and a tetradecanoate ester. It is a conjugate acid of a 1-tetradecanoyl-sn-glycero-3-phospho-(1'-sn-glycerol)(1-).